NC1(CCN(CC1)C1C(OC(=C1)SC1=CC(=C(C=C1)Cl)Cl)=O)C 4-amino-4-methylpiperidin-1-yl-5-(3,4-dichlorophenylthio)furan-2-one